NC(C)C=1C=C(C=C2C(N(C(=NC12)C1CCOCC1)C)=O)C 8-(1-aminoethyl)-3,6-dimethyl-2-tetrahydropyran-4-yl-quinazolin-4-one